ClC1=CC(=C(C=C1)C1(OC2=C(O1)C=CC=C2C2CCN(CC2)CC=2N(C(=CN2)/C=C/C(=O)O)CC=2C(=NOC2)C)C)F (E)-3-(2-((4-(2-(4-chloro-2-fluorophenyl)-2-methylbenzo[d][1,3]dioxol-4-yl)piperidin-1-yl)methyl)-1-((3-methylisoxazol-4-yl)methyl)-1H-imidazol-5-yl)acrylic acid